7-(4-isobutoxy-5-(1-methylpiperidin-4-yl)-1H-benzo[d]imidazol-2-yl)-6-methoxy-2-Isopropyl-1H-pyrrolo[3,2-c]pyridine-3-carbonitrile C(C(C)C)OC1=C(C=CC=2NC(=NC21)C=2C1=C(C=NC2OC)C(=C(N1)C(C)C)C#N)C1CCN(CC1)C